Dioctylether C(CCCCCCC)OCCCCCCCC